((1R,2R)-2-((1-(1H-indol-3-yl)propan-2-yl)amino)cyclopropyl)methanol N1C=C(C2=CC=CC=C12)CC(C)N[C@H]1[C@@H](C1)CO